7-(2-Amino-4,6-dimethyl-7H-pyrrolo[2,3-d]pyrimidin-5-yl)-1,3-benzodioxole-4-Carbonitril NC=1N=C(C2=C(N1)NC(=C2C2=CC=C(C1=C2OCO1)C#N)C)C